(3-oxo-3-(tritylamino)propyl)-L-alanine O=C(CCN[C@@H](C)C(=O)O)NC(C1=CC=CC=C1)(C1=CC=CC=C1)C1=CC=CC=C1